((4r,5s,7r,8r,9s,10r)-8,10-dihydroxy-7-(hydroxymethyl)-9-(4-(3,4,5-trifluorophenyl)-1H-1,2,3-triazol-1-yl)-1,6-dioxaspiro[4.5]dec-4-yl)isoquinoline-8-carboxamide O[C@H]1[C@H](O[C@@]2([C@H](CCO2)C2=NC=CC3=CC=CC(=C23)C(=O)N)[C@@H]([C@H]1N1N=NC(=C1)C1=CC(=C(C(=C1)F)F)F)O)CO